OC(CCCCCCCCC[Na])C 10-hydroxyundecyl-sodium